NC=1C=C2C(N(C(=NC2=CC1)O)CCOC)=O 6-amino-2-hydroxy-3-(2-methoxyethyl)quinazolin-4(3H)-one